5-(3-((4-((1s,4s)-4-(4-amino-5-(4-phenoxyphenyl)pyrrolo[2,1-f][1,2,4]triazin-7-yl)cyclohexyl)piperazin-1-yl)methyl)azetidin-1-yl)-2-(2,6-dioxopiperidin-3-yl)isoindoline-1,3-dione NC1=NC=NN2C1=C(C=C2C2CCC(CC2)N2CCN(CC2)CC2CN(C2)C=2C=C1C(N(C(C1=CC2)=O)C2C(NC(CC2)=O)=O)=O)C2=CC=C(C=C2)OC2=CC=CC=C2